tetramethyloxyethyl-2,4-diamino-1,3,5-triazine COC(C(OC)(OC)OC)C1=NC(=NC(=N1)N)N